(S)-3-(azetidin-1-yl)-N-(2,2,2-trifluoro-1-(p-tolyl)ethyl)propanamide N1(CCC1)CCC(=O)N[C@H](C(F)(F)F)C1=CC=C(C=C1)C